ClC1=NC=NC(=C1N)Cl (l)-4,6-dichloro-5-aminopyrimidine